C(OCOP(=O)(C1=CC=C(C=C1)CN1C=NC2=NC(=CC=C21)O)OCOC(OC(C)C)=O)(OC(C)C)=O (((4-((5-hydroxy-1H-imidazo[4,5-b]pyridin-1-yl)methyl)phenyl)phosphoryl)bis(oxy))bis(methylene) diisopropyl bis(carbonate)